3-cyclopentyl-5-(quinolin-7-yl)isoxazolo[4,5-d]pyrimidin-7(6H)-one C1(CCCC1)C1=NOC2=C1N=C(NC2=O)C2=CC=C1C=CC=NC1=C2